(3,5-dichloro-4-((2-cyclopropylquinolin-6-yl)oxy)phenyl)-3,5-dioxo-2,3,4,5-tetrahydro-1,2,4-triazine-6-carbonitrile ClC=1C=C(C=C(C1OC=1C=C2C=CC(=NC2=CC1)C1CC1)Cl)N1N=C(C(NC1=O)=O)C#N